COC1CCN(CC1)C1=NC=CC(=N1)N 2-(4-methoxypiperidin-1-yl)pyrimidin-4-amine